4-{[5-fluoro-4-(2,2,6-trimethylmorpholin-4-yl)pyrimidin-2-yl]amino}benzenesulfonamide FC=1C(=NC(=NC1)NC1=CC=C(C=C1)S(=O)(=O)N)N1CC(OC(C1)C)(C)C